(R)-N-(6-(5-fluoro-2-methylphenyl)-5-(trifluoromethyl)pyridin-2-yl)-6-(3-methylpiperazin-1-yl)pyridine-2-sulfonamide FC=1C=CC(=C(C1)C1=C(C=CC(=N1)NS(=O)(=O)C1=NC(=CC=C1)N1C[C@H](NCC1)C)C(F)(F)F)C